((S)-3-Fluoro-pyrrolidin-1-yl)-6-[(tetrahydro-pyran-4-ylmethyl)-amino]-pyridin F[C@@H]1CN(CC1)C1=NC(=CC=C1)NCC1CCOCC1